O=C1NC(CCC1N1C(C2=C(C=C(C=C2C1)CNC(=O)NC1=CC=C(C=C1)OCC1=CC=C(C=C1)CO)F)=O)=O 1-((2-(2,6-dioxopiperidin-3-yl)-7-fluoro-1-oxoisoindolin-5-yl)methyl)-3-(4-((4-(hydroxymethyl)benzyl)oxy)phenyl)urea